Cl.FC1=C(C=CC=C1OC)C1=CC(=CC=C1)C[C@H](C(=O)O)[C@@H]1CNCC1 (2S)-3-(2'-Fluoro-3'-methoxybiphenyl-3-yl)-2-[(3R)-pyrrolidin-3-yl]propanoic acid hydrochloride